4-hydroxy-N-((S)-1-(4-(4-methylthiazol-5-yl)phenyl)ethyl)pyrrole-2-carboxamide OC=1C=C(NC1)C(=O)N[C@@H](C)C1=CC=C(C=C1)C1=C(N=CS1)C